FC1=CC=C(C=C1)N(C1CCN(CC1)C(=O)N1N=NC2=C1C=C(C=C2)C#N)C2=CC=C(C=C2)OC=C 1-(4-((4-fluorophenyl)(4-(vinyloxy)phenyl)amino)piperidine-1-carbonyl)-1H-benzo[d][1,2,3]triazole-6-carbonitrile